chloro-3-iodo-7-vinyl-1H-pyrazolo[4,3-B]pyridine ClN1N=C(C2=NC=CC(=C21)C=C)I